tert-butyl 2-chloro-4-{[2-(5-methoxy-2-methyl-1H-indol-3-yl) ethyl] amino}-5H,6H,7H,8H-pyrido[3,4-d]pyrimidine-7-carboxylate ClC=1N=C(C2=C(N1)CN(CC2)C(=O)OC(C)(C)C)NCCC2=C(NC1=CC=C(C=C21)OC)C